4-bromo-1-(difluoromethoxy)-2-propoxybenzene BrC1=CC(=C(C=C1)OC(F)F)OCCC